ClC=1C=C(C(=NC1)C(=O)OC(C)(C)C)\C=C\OCC tert-Butyl (E)-5-chloro-3-(2-ethoxyvinyl)picolinate